ethyl 3-[5,7-difluoro-2-(4-fluorophenyl)-1H-indol-3-yl]cyclopentanecarboxylate FC=1C=C2C(=C(NC2=C(C1)F)C1=CC=C(C=C1)F)C1CC(CC1)C(=O)OCC